C(#N)C1CN(C1)S(=O)(=O)N1[C@H]2[C@@H](C[C@@H](C1)C2)C(=O)N2[C@H](CCC2)C(=O)NCC2=C(C=C(C=C2)C(F)(F)F)F 1-(((1r,4r,6r)-2-((3-cyano-1-azetidinyl)sulfonyl)-2-azabicyclo[2.2.1]hept-6-yl)carbonyl)-N-(2-fluoro-4-(trifluoromethyl)benzyl)-D-prolinamide